11Z-pentadecenal C(C=CCCCCCCCCCCCC)=O